1-(5-Aminopyridazin-3-yl)-6-chloro-7-fluoro-4-oxo-1,4-dihydroquinoline-3-carboxylic acid ethyl ester C(C)OC(=O)C1=CN(C2=CC(=C(C=C2C1=O)Cl)F)C=1N=NC=C(C1)N